thieno[2,3-d]pyrimidine-5-carboxylic acid N1=CN=CC2=C1SC=C2C(=O)O